FC(OC1=CC=C(C=N1)N(S(=O)(=O)C1CC1)CC=1SC(=CN1)C=1OC(=NN1)C(F)F)F N-(6-(difluoromethoxy)pyridin-3-yl)-N-((5-(5-(difluoromethyl)-1,3,4-oxadiazol-2-yl)thiazol-2-yl)methyl)cyclopropanesulfonamide